6-(4-fluorophenyl)pyridin-3-amine FC1=CC=C(C=C1)C1=CC=C(C=N1)N